N'-(6,8-difluoro-7-(5-fluoro-3-methyl-1H-indol-7-yl)-3,3-dimethyl-3,4-dihydroquinoxalin-2(1H)-ylidene)pent-3-ynhydrazide FC=1C=C2NC(C(NC2=C(C1C=1C=C(C=C2C(=CNC12)C)F)F)=NNC(CC#CC)=O)(C)C